ClC1=CC(=C(CC2=CC=C3CCN(CC3=C2)C(=O)[O-])C=C1)F 7-(4-chloro-2-fluorobenzyl)-3,4-dihydroisoquinoline-2(1H)-carboxylate